2-methyl-1-(5-nitro-2,3-dihydro-1H-isoindol-2-yl)propan-2-ol CC(CN1CC2=CC=C(C=C2C1)[N+](=O)[O-])(C)O